C(C)C12CC3(C(C(CC(C1)(C3)CC)C2)CC)OC(C=C)=O acrylic acid-3,5,8-triethyl-1-adamantyl ester